(E)-4-((5-(but-2-eneamido)-2,3-diketoindol-1-yl)methyl)-N-methylbenzamide C(\C=C\C)(=O)NC=1C=C2C(C(N(C2=CC1)CC1=CC=C(C(=O)NC)C=C1)=O)=O